(S)-5-methyl-1-(4-((4'-((1-methylpyrrolidin-3-yl)oxy)-[1,1'-biphenyl]-4-yl)methyl)phenyl)-1H-1,2,4-triazole-3-carboxamide CC1=NC(=NN1C1=CC=C(C=C1)CC1=CC=C(C=C1)C1=CC=C(C=C1)O[C@@H]1CN(CC1)C)C(=O)N